51-(methylamino)-5,45-dioxo-1-((3aS,4S,6aR)-2-oxohexahydro-1H-thieno[3,4-d]imidazol-4-yl)-9,12,15,18,21,24,27,30,33,36,39,42-dodecaoxa-6,46-diazadopentacontan-52-oic acid CNC(CCCCNC(CCOCCOCCOCCOCCOCCOCCOCCOCCOCCOCCOCCOCCNC(CCCC[C@@H]1SC[C@@H]2NC(N[C@@H]21)=O)=O)=O)C(=O)O